Methyl 4-[[2-fluoro-6-[2-methoxy-4-(trifluoromethoxy)phenoxy]-3-(trifluoromethyl)benzoyl]amino]-3-methyl-pyridine-2-carboxylate FC1=C(C(=O)NC2=C(C(=NC=C2)C(=O)OC)C)C(=CC=C1C(F)(F)F)OC1=C(C=C(C=C1)OC(F)(F)F)OC